ethyl 2-[3-chloro-4-(dimethylcarbamoyl)anilino]-4-[[(1S)-2-hydroxy-1-phenyl-ethyl]amino]pyrimidine-5-carboxylate ClC=1C=C(NC2=NC=C(C(=N2)N[C@H](CO)C2=CC=CC=C2)C(=O)OCC)C=CC1C(N(C)C)=O